6-(difluoromethyl)-7-fluoro-1H-indole FC(C1=CC=C2C=CNC2=C1F)F